ClC=1C=C(C([C@H](N)C(=O)O)O)C=CC1O 3-chloro-beta-hydroxy-l-tyrosine